1-(4-amino-2-(5,5,5-trifluoropentyl)-1H-imidazo[4,5-c]quinolin-1-yl)-2-methylpropan-2-ol NC1=NC=2C=CC=CC2C2=C1N=C(N2CC(C)(O)C)CCCCC(F)(F)F